3-fluoro-2-hydroxy-5-((1-(3-(pyrrolidin-1-yl)phenyl)azetidin-3-yl)sulfonyl)benzaldehyde FC=1C(=C(C=O)C=C(C1)S(=O)(=O)C1CN(C1)C1=CC(=CC=C1)N1CCCC1)O